boron bis(oxalate) C(C(=O)[O-])(=O)[O-].C(C(=O)O)(=O)[O-].[B+3]